4-chloro-1-(4-iodobenzyl)-1H-indazole-7-carboxylic acid ClC1=C2C=NN(C2=C(C=C1)C(=O)O)CC1=CC=C(C=C1)I